C(C1=CC=CC=C1)OC1=CC=C(C=C1)C=1C=C(C=C2C3=C(NC12)C(=NC=C3)C)Cl 8-(4-Benzyloxy-phenyl)-6-chloro-1-methyl-9H-pyrido[3,4-b]indole